1-(3-fluoro-benzyl)-pyrrolidine FC=1C=C(CN2CCCC2)C=CC1